(R or S)-4-(2,6-dioxopiperidin-3-yl)-3,5-difluorophenethyl methanesulfonate CS(=O)(=O)OCCC1=CC(=C(C(=C1)F)[C@@H]1C(NC(CC1)=O)=O)F |o1:14|